propyl (2-chloroethyl)carbamate ClCCNC(OCCC)=O